N-Pentadecylcarbamic acid 7-[4-(4-benzo[b]thiophen-4-ylpiperazin-1-yl)butoxy]-4,4-dimethyl-2-oxo-3,4-dihydro-2H-quinolin-1-ylmethyl ester S1C2=C(C=C1)C(=CC=C2)N2CCN(CC2)CCCCOC2=CC=C1C(CC(N(C1=C2)COC(NCCCCCCCCCCCCCCC)=O)=O)(C)C